C1(=CC=CC=C1)CCS 2-phenylethanethiol